P(O)(O)(=S)O[C@H]1[C@@H]2[C@@H](O[C@@]1(CO)CO2)N2C(=O)NC(=O)C(=C2)C 2'-O,4'-C-methylene 5-methyluridine-3'-phosphorothioate